ClC1=CC=C(C=C1)C1=NC2=C(N1C(C(=O)NC1CCCCC1)C1OCCCC1)C=CC(=C2)F 2-[2-(4-chloro-phenyl)-5-fluoro-benzimidazol-1-yl]-N-cyclohexyl-2-(tetrahydro-pyran-2-yl)-acetamide